ammonium 2-{[(2S,5R)-4-{2-[(4-chloro-2-fluorobenzyl)oxy]pyrimidin-4-yl}-2,5-dimethylpiperazin-1-yl]methyl}-1-[(2S)-oxetan-2-ylmethyl]-1H-benzimidazole-6-carboxylate ClC1=CC(=C(COC2=NC=CC(=N2)N2C[C@@H](N(C[C@H]2C)CC2=NC3=C(N2C[C@H]2OCC2)C=C(C=C3)C(=O)[O-])C)C=C1)F.[NH4+]